NC1=CC=C(CC=2C=C(C=CC2)C(=O)N2CCCCC2)C=C1 (3-(4-aminobenzyl)phenyl)(piperidin-1-yl)methanone